OC12C(C(=C(N1C1=CC=CC=C1)C=C1C=CC(C=C3C=CC(=CC=4C=CC(=C2C2=CC=CC=C2)N4)N3)=N1)C1=CC=CC=C1)C1=CC=CC=C1 4-hydroxy-tetraphenylporphyrin